COC1=C(C=CC(=C1)OC)N1C(N(C=2SC=3CCCC3C2C1=O)CC(=O)NCC=1OC=CC1)=O 2-[11-(2,4-dimethoxyphenyl)-10,12-dioxo-7-thia-9,11-diazatricyclo[6.4.0.02,6]dodeca-1(8),2(6)-dien-9-yl]-N-(furan-2-ylmethyl)acetamide